6-amino-5-(6-(4-fluorophenoxy)pyridin-3-yl)pyrimidin NC1=C(C=NC=N1)C=1C=NC(=CC1)OC1=CC=C(C=C1)F